5-Bromo-1-cyclopropyl-4-methoxy-1H-benzo[d][1,2,3]triazole BrC1=C(C2=C(N(N=N2)C2CC2)C=C1)OC